F[C@@H]1[C@@H](N2C(C=3N(N([C@@H](C1)C)C2)C=C(C(C3O)=O)C(=O)NCC3=C(C=C(C=C3F)F)F)=O)CF (1S,2R,4S,5S)-4-fluoro-5-(fluoromethyl)-8-hydroxy-2-methyl-7,9-dioxo-N-(2,4,6-trifluorobenzyl)-2,3,4,5,7,9-hexahydro-1,6-methanopyrido[1,2-b][1,2,5]triazonine-10-carboxamide